C[C@H]1CN(CC2=CC=C(C=C12)N1CCC(CC1)N1CC(C1)N)C1=C2C(=NC=C1)N(N=C2)C 1-[1-[(4R)-4-methyl-2-(1-methylpyrazolo[3,4-b]pyridin-4-yl)-3,4-dihydro-1H-isoquinolin-6-yl]-4-piperidinyl]azetidin-3-amine